(R)-3-(4-(4-(t-butoxycarbonyl)piperazin-1-yl)-6-chloropyrimidin-5-yl)butanoic acid C(C)(C)(C)OC(=O)N1CCN(CC1)C1=NC=NC(=C1[C@@H](CC(=O)O)C)Cl